N-[4-(2,4-dioxo-3,4-dihydro-1H-naphtho[1,2-b][1,4]-diazepin-5(2H)-yl)phenyl]-2-(morpholin-4-yl)-nicotinamide hydrochloride Cl.O=C1CC(N(C2=C(N1)C1=CC=CC=C1C=C2)C2=CC=C(C=C2)NC(C2=C(N=CC=C2)N2CCOCC2)=O)=O